ClC1=C2C(N(C=NC2=CC=C1OC1=C(C(=CC=C1F)NS(N(C)CC)(=O)=O)C#N)[C@@H]1COC2(C1)CCNCC2)=O (3S)-3-[5-chloro-6-[2-cyano-3-[[ethyl(methyl)sulfamoyl]amino]-6-fluoro-phenoxy]-4-oxo-quinazolin-3-yl]-1-oxa-8-azaspiro[4.5]decane